(+-)-3-(4-(2-amino-6-methylpyrimidin-4-yl)-1,4-oxazepan-3-yl)-4-methoxybenzoic acid trifluoroacetate salt FC(C(=O)O)(F)F.NC1=NC(=CC(=N1)N1[C@@H](COCCC1)C=1C=C(C(=O)O)C=CC1OC)C |r|